N1C(CC1)C1=NC=CC2=C(C=CC=C12)N1N=CC(=C1C(F)(F)F)C(=O)NC=1C=NC(=C(C1)Cl)N1N=CC=N1 1-(1-(azetidin-2-yl)isoquinolin-5-yl)-N-(5-chloro-6-(2H-1,2,3-triazol-2-yl)pyridin-3-yl)-5-(trifluoromethyl)-1H-pyrazole-4-carboxamide